FC1=CC=C(C=C1)C1=NOC2=C1C=CC(=C2)N2[C@@H]([C@H](C(C2=O)(C)C)NC(=O)C2CC2)C2=CC=CC=C2 |r| N-[rac-((2R,3S)-1-(3-(4-fluorophenyl)benzo[d]isoxazol-6-yl)-4,4-dimethyl-5-oxo-2-phenylpyrrolidin-3-yl)]cyclopropanecarboxamide